ClC(C(=O)NC=1C(=C(C=CC1)C1=C2C=C(NC2=C(C=C1)C(=O)N)C=1CCN(CC1)S(=O)(=O)C)C)(F)F 4-(3-(2-chloro-2,2-difluoroacetamido)-2-methylphenyl)-2-(1-(methylsulfonyl)-1,2,3,6-tetrahydropyridin-4-yl)-1H-indole-7-carboxamide